6-(trifluoromethyl)-1H-indol-2-carboxylic acid FC(C1=CC=C2C=C(NC2=C1)C(=O)O)(F)F